3-{3-methyl-2-oxo-4-[4-(piperidin-4-yl)but-1-yn-1-yl]-1,3-benzodiazol-1-yl}piperidine-2,6-dione trifluoroacetate FC(C(=O)O)(F)F.CN1C(N(C2=C1C(=CC=C2)C#CCCC2CCNCC2)C2C(NC(CC2)=O)=O)=O